C(C)N1N=C(C(=C1)C1=C(C=C(C=C1)F)C1=C2C(=CN=C1)SC(=C2)C#N)C(F)(F)F 4-(2-(1-ethyl-3-(trifluoromethyl)-1H-pyrazol-4-yl)-5-fluorophenyl)thieno[2,3-c]pyridine-2-carbonitrile